4-([1,1':3',1''-terphenyl]-5'-yl)-2-chloro-6-phenylpyrimidine C1(=CC=CC=C1)C1=CC(=CC(=C1)C1=NC(=NC(=C1)C1=CC=CC=C1)Cl)C1=CC=CC=C1